glyceryl tripalmitate CCCCCCCCCCCCCCCC(=O)OCC(COC(=O)CCCCCCCCCCCCCCC)OC(=O)CCCCCCCCCCCCCCC